OC[C@@H]1N(CCC1)C(=O)C1=CSC2=C1N=C(N=C2N2[C@@H](COCC2)C)C2=C1C(=NC=C2)NC=C1 ((R)-2-(hydroxymethyl)pyrrolidin-1-yl)(4-((R)-3-methylmorpholino)-2-(1H-pyrrolo[2,3-b]pyridin-4-yl)thieno[3,2-d]pyrimidin-7-yl)methanone